3-[[4-iodo-6-(morpholin-4-yl)pyridin-2-yl]amino]butyronitrile IC1=CC(=NC(=C1)N1CCOCC1)NC(CC#N)C